α,β-diphenylfumaronitrile C1(=CC=CC=C1)/C(/C#N)=C(\C#N)/C1=CC=CC=C1